ClC1=C2CCCOC2=C(C(=C1)C1=CC=NN1C)OCOC 5-[5-chloro-8-(methoxymethoxy)chroman-7-yl]-1-methyl-pyrazole